ClC=1C=C2CN(CC2=CC1)C1=NC=CC(=N1)C=1C=C(C=C(C1)F)C#CC=1C=C2C=NNC2=CC1 5-((3-(2-(5-chloroisoindolin-2-yl)pyrimidin-4-yl)-5-fluorophenyl)ethynyl)-1H-indazole